2-bromo-N-(cyclopropylmethyl)-6-(morpholinosulfonyl)pyridin-3-amine BrC1=NC(=CC=C1NCC1CC1)S(=O)(=O)N1CCOCC1